tert-butyl (2-(4-fluoro-2-methylphenoxy)butyl)carbamate FC1=CC(=C(OC(CNC(OC(C)(C)C)=O)CC)C=C1)C